3-(1-((4'-isopropyl-[1,1'-biphenyl]-3-yl)sulfonyl)piperidin-3-ylphenoxy)-2-methyl-N-((4-(trifluoromethoxy)phenyl)sulfonyl)propionamide C(C)(C)C1=CC=C(C=C1)C1=CC(=CC=C1)S(=O)(=O)N1CC(CCC1)C1=C(OCC(C(=O)NS(=O)(=O)C2=CC=C(C=C2)OC(F)(F)F)C)C=CC=C1